C(C)C1=CC=C(C(=O)OC2=C(C=C(C=C2)C)OCC)C=C1 2-ethoxy-4-methylphenyl 4-ethylbenzoate